(S)-2-(4-bromo-2-(1,1-difluoroethyl)phenoxy)-N-cyanopropanamide BrC1=CC(=C(O[C@H](C(=O)NC#N)C)C=C1)C(C)(F)F